3-(isopropylamino)-4-(methyl((5-(5-(trifluoromethyl)-1,2,4-oxadiazol-3-yl)pyridin-2-yl)methyl)amino)cyclobut-3-ene-1,2-dione C(C)(C)NC=1C(C(C1N(CC1=NC=C(C=C1)C1=NOC(=N1)C(F)(F)F)C)=O)=O